N1-(5-(1-(2,2-difluoroethyl)-2-methyl-1H-imidazo[4,5-b]pyridin-6-yl)pyrrolo[2,1-f][1,2,4]triazin-2-yl)-N4-methylcyclohexane-1,4-diamine FC(CN1C(=NC2=NC=C(C=C21)C=2C=CN1N=C(N=CC12)NC1CCC(CC1)NC)C)F